O1C(COCC1)COC1=NC(N2C(C3=CC=C(C=C3CC2)OCC2=NOC(=N2)C(C)C)=C1)=O 2-([1,4]Dioxan-2-ylmethoxy)-9-(5-isopropyl-[1,2,4]oxadiazol-3-ylmethoxy)-6,7-dihydro-pyrimido[6,1-a]isoquinolin-4-one